NC[C@H](CC(=O)O)C[C@@H](CCOC1=C(C=CC=C1)[N+](=O)[O-])C (3s,5s)-3-aminomethyl-5-methyl-7-(2-nitro-phenoxy)-heptanoic acid